(4-((2-fluorobenzyl)oxy)phenyl)boronic acid FC1=C(COC2=CC=C(C=C2)B(O)O)C=CC=C1